FC(OC1=CC2=C(N=C(O2)C=2C(=C(C=CC2)C2=C(C(=CC=C2)C=2OC3=C(N2)C=CC(=C3)CN3CC(C3)(C)C)C)C)C=C1CN1[C@@H](CCC1)C(=O)O)F ((6-(difluoromethoxy)-2-(3'-(6-((3,3-dimethylazetidin-1-yl)methyl)benzo[d]oxazol-2-yl)-2,2'-dimethyl-[1,1'-biphenyl]-3-yl)benzo[d]oxazol-5-yl)methyl)-L-proline